S1C2=C(C=C1C(=O)NCC1(CC(C1)O)C(=O)O)CCCCCC2 1-[[(4,5,6,7,8,9-Hexahydrocycloocta[b]thiophen-2-ylcarbonyl)amino]methyl]-3-hydroxycyclobutanecarboxylic acid